COC=1C=C(C=CC1OCCN1CCC(CC1)C)CNC (3-methoxy-4-(2-(4-methylpiperidin-1-yl)ethoxy)phenyl)-N-methylmethanamine